C1=NC=CC2=CC=3NC=4C=C5C(=CC4C3C=C21)C=NC=C5 6H-dipyrido[4,3-b:3',4'-h]carbazole